1-(3-(4-fluorophenyl)-7-methyl-2-(pyridazin-4-yl)quinolin-5-yl)ethan-1-one FC1=CC=C(C=C1)C=1C(=NC2=CC(=CC(=C2C1)C(C)=O)C)C1=CN=NC=C1